CC1(CC1)NS(=O)(=O)C1=CC=2N(C(=C1)N1CCC3(COC3)CC1)N=CC2[Sn](C)(C)C N-(1-methylcyclopropyl)-7-(2-oxa-7-azaspiro[3.5]nonan-7-yl)-3-(trimethylstannyl)pyrazolo[1,5-a]pyridine-5-sulfonamide